C(N)(OC(CC[C@H]1N(CC(CC1)(F)F)C(=O)C1=NC(=CC=C1)NC1=NC=CC(=C1)OC(F)(F)F)(C)C)=O (R)-((5,5-difluoro-1-(6-((4-(trifluoromethoxy)pyridin-2-yl)amino)pyridine-2-carbonyl)piperidin-2-yl)methyl)t-butyl carbamate